C(C)(C)(C)N1N=C(C(=C1NC(=O)C1CC(C1)(F)F)C)C1CC(C1)(F)F N-(1-(tert-butyl)-3-(3,3-difluorocyclobutyl)-4-methyl-1H-pyrazol-5-yl)-3,3-difluoro-cyclobutane-1-carboxamide